N-(5-((6-((R)-3-(2,4-difluorophenyl)isoxazolidine-2-yl)pyrimidine-4-yl)amino)-2-(4-ethylpiperazine-1-yl)-4-methoxyphenyl)acrylamide FC1=C(C=CC(=C1)F)[C@@H]1N(OCC1)C1=CC(=NC=N1)NC=1C(=CC(=C(C1)NC(C=C)=O)N1CCN(CC1)CC)OC